3-amino-4-bromo-6-chloropyridinenitrile praseodymium iron nitrogen [N].[Fe].[Pr].NC=1C(=NC(=CC1Br)Cl)C#N